C(C(=O)C)=C1CN(C1)C(=O)OC(C)(C)C tert-butyl 3-acetonylideneazetidine-1-carboxylate